C(CC#C)N1C(=NN=C1)C1=CC(=C(C=C1)NC=O)[N+](=O)[O-] N-(4-(4-(but-3-yn-1-yl)-4H-1,2,4-triazol-3-yl)-2-nitrophenyl)carboxamide